2-chloro-4-cyclopropyl-6-(methylthio)pyridine ClC1=NC(=CC(=C1)C1CC1)SC